(3S,4R)-3-hydroxyl-4-fluoropiperidine O[C@H]1CNCC[C@H]1F